N1(N=CC=C1)CC=1C=CC(=NC1OC)C(=O)NS(=O)(=O)C1=C2CCCC2=CC=C1OC 5-((1H-pyrazol-1-yl)methyl)-6-methoxy-N-((5-methoxy-2,3-dihydro-1H-inden-4-yl)sulfonyl)picolinamide